C(C(=C)C)(=O)OCCO[Si](C)(C)C (trimethylsiloxy)-ethyl methacrylate